S(OC1=CC=C(C=C1)OCC1=C(C(=CC=C1F)CN1N=CN=C1)F)(=O)(=O)F 4-((3-((1H-1,2,4-triazol-1-yl)methyl)-2,6-difluorobenzyl)oxy)phenyl sulfurofluoridate